N-(5-(5-(((1S,4S)-2-oxa-5-azabicyclo[2.2.1]heptan-5-yl)methyl)pyrazin-2-yl)-4-((2-(1,1-difluoroethyl)-6-ethylpyrimidin-4-yl)amino)pyridin-2-yl)acetamide [C@@H]12OC[C@@H](N(C1)CC=1N=CC(=NC1)C=1C(=CC(=NC1)NC(C)=O)NC1=NC(=NC(=C1)CC)C(C)(F)F)C2